C(C)C1=NC2=C(C=CC=C2C(=C1)Cl)Br ethyl-8-bromo-4-chloro-quinoline